O1NCCC2C1=CC=CO2 TETRAHYDROPYRANOOXAZINE